ClC=1C(=CC(=C(C1)NC1=NC=NC2=CC(=C(C=C12)NC(C=CCN(C)C)=O)OCC1CCN(CC1)C)C(C)(C)O)OC1=CC(=CC=C1)C(F)(F)F N-(4-((5-chloro-2-(2-hydroxypropan-2-yl)-4-(3-(trifluoromethyl)phenoxy)phenyl)amino)-7-((1-methylpiperidin-4-yl)methoxy)quinazolin-6-yl)-4-(dimethylamino)but-2-enamide